4-(3-(4-aminopiperazin-1-yl)pyrrolidin-1-yl)-2-(2,6-dioxopiperidin-3-yl)isoindoline-1,3-dione NN1CCN(CC1)C1CN(CC1)C1=C2C(N(C(C2=CC=C1)=O)C1C(NC(CC1)=O)=O)=O